propyl 2-(tert-pentyloxy)propanoate C(C)(C)(CC)OC(C(=O)OCCC)C